N-(2-CHLORO-3-FORMYLPYRIDIN-4-YL)PIVALAMIDE CC(C)(C)C(=O)NC1=C(C(=NC=C1)Cl)C=O